N-(4-(5-Bromo-2-pyrimidinyloxy)-3-chlorophenyl)-N'-(2-nitrobenzoyl)urea BrC=1C=NC(=NC1)OC1=C(C=C(C=C1)NC(=O)NC(C1=C(C=CC=C1)[N+](=O)[O-])=O)Cl